(2R,5S)-tert-butyl 4-(7-chloro-1-(2-cyclobutyl-6-(methylsulfonyl) phenyl)-6-fluoro-2-oxo-1,2-dihydropyridino[2,3-d]pyrimidin-4-yl)-2,5-dimethylpiperazine-1-carboxylate ClC=1C(=CC2=C(N(C(N=C2N2C[C@H](N(C[C@@H]2C)C(=O)OC(C)(C)C)C)=O)C2=C(C=CC=C2S(=O)(=O)C)C2CCC2)N1)F